CC1=CNC2=CC=C(C(=C12)C=1C=CC=2N(C1)C=C(N2)NC(=O)[C@H]2[C@H](C2)F)C (1s,2s)-N-(6-(3,5-dimethyl-1H-indol-4-yl)imidazo[1,2-a]pyridin-2-yl)-2-fluorocyclopropanecarboxamide